2,2-bis(4-(2-hydroxyethoxy)cyclohexyl)propane OCCOC1CCC(CC1)C(C)(C)C1CCC(CC1)OCCO